C(=O)C1CC(C1)C1CN(C1)C(=O)OC(C)(C)C tert-butyl 3-(3-formylcyclobutyl)azetidine-1-carboxylate